N-(5-fluoropyridin-2-yl)acetamide hydrochloride Cl.FC=1C=CC(=NC1)NC(C)=O